(3R,4R)-4-[[(7-aminopyrazolo[1,5-a]pyrimidin-5-yl)amino]methyl]piperidin-3-ol NC1=CC(=NC=2N1N=CC2)NC[C@@H]2[C@H](CNCC2)O